6-[(S)-(1-(1-aminoethyl)cyclopropyl)]-2-chloro-N-[(furan-2-yl)methyl]-7-methylthieno[3,2-d]pyrimidin-4-amine formate C(=O)O.N[C@@H](C)C1(CC1)C1=C(C=2N=C(N=C(C2S1)NCC=1OC=CC1)Cl)C